C(C=C)[C@@]1(C(C2=CC=CC(=C2CC1)F)=O)CCCC(=O)OCC Ethyl (R)-4-(2-allyl-5-fluoro-1-oxo-1,2,3,4-tetrahydronaphthalen-2-yl)butanoate